ClC=1C=CC2=C(N=C(S2)C2CCN(CC2)C2=C(C(N(C3=CC=CC=C23)C)=O)C#N)C1 4-[4-(5-Chloro-1,3-benzothiazol-2-yl)piperidin-1-yl]-1-methyl-2-oxo-1,2-dihydroquinoline-3-carbonitrile